NC1CN(CCC1)C=1C=2N(C=NN1)C(=CC2)C2=CC=C(C=C2)C 1-(3-Aminopiperidin-1-yl)-6-(p-tolyl)pyrrolo[1,2-d][1,2,4]triazine